FC(C(=O)O)(F)F.NC[C@@H]1CC[C@H](CC1)NC(=O)C1=NC2=CC=C(C=C2C=C1)Cl trans-N-(4-(aminomethyl)cyclohexyl)-6-chloroquinoline-2-carboxamide 2,2,2-trifluoroacetate salt